NC1=CC=CC=2B(OC(C21)(C)C)O 4-amino-3,3-dimethylbenzo[c][1,2]oxaborol-1(3H)-ol